BrC=1C=C(C=CC1)[C@@H](C)NC1=NC(=NC2=CC(=C(C=C12)OC)OCCCCCCCCCN1CCN(CC1)C(COC=1C=C(C=CC1)N1C(NC(CC1)=O)=O)=O)C (R)-1-(3-(2-(4-(9-((4-((1-(3-bromophenyl)ethyl)amino)-6-methoxy-2-methyl-quinazolin-7-yl)oxy)nonyl)piperazin-1-yl)-2-oxoethoxy)phenyl)dihydropyrimidine-2,4(1H,3H)-dione